NC1=NC(=NC=C1C1=C(C(=CC(=C1)Cl)Cl)Cl)N1CCN(CC1)C 4-amino-2-(4-methyl-1-piperazinyl)-(2,3,5-trichlorophenyl)-pyrimidine